FC1(CN(CC1)C=1N=CC=2N(C1)C=CN2)F 6-(3,3-difluoropyrrolidin-1-yl)imidazo[1,2-a]pyrazine